3-[5-[3-fluoro-1-[3-(4-piperidinyloxy)cyclobutyl]-4-piperidinyloxy]-1-oxo-isoindolin-2-yl]piperidine-2,6-dione FC1CN(CCC1OC=1C=C2CN(C(C2=CC1)=O)C1C(NC(CC1)=O)=O)C1CC(C1)OC1CCNCC1